7-Chloropyrido[2,3-d]pyrimidin-2,4-diol ClC=1C=CC2=C(N=C(N=C2O)O)N1